C(CCCCCCC\C=C/C\C=C/C\C=C/CC)(=O)OCC(COC(CCCCCCC\C=C/C\C=C/CCCCC)=O)OC(NC1CN(C1)CCC(F)(F)F)=O 3-(((9Z,12Z)-octadeca-9,12-dienoyl)oxy)-2-(((1-(3,3,3-trifluoropropyl)azetidin-3-yl)carbamoyl)oxy)propyl (9Z,12Z,15Z)-octadeca-9,12,15-trienoate